o-carbamoylphenoxyacetic acid C(N)(=O)C1=C(OCC(=O)O)C=CC=C1